(S)-3-methylbutan-2-yl (4-nitrophenyl) carbonate C(O[C@@H](C)C(C)C)(OC1=CC=C(C=C1)[N+](=O)[O-])=O